C1(CC1)C([C@@H](C(=O)NC1=CC=C(C=C1)C=1C(=NNC1C)C)NC(=O)C=1N(N=CC1)C(CS(=O)C)C)C1CC1 N-[(1S)-1-(dicyclopropylmethyl)-2-[4-(3,5-dimethyl-1H-pyrazol-4-yl)anilino]-2-oxo-ethyl]-2-(1-methyl-2-methylsulfinyl-ethyl)pyrazole-3-carboxamide